C(C)OC1=CC=C(C=C1)C=1NC(=C(C1)C)C(=O)OCCO 2-hydroxyethyl 2-(4-ethoxyphenyl)-4-methylazole-5-carboxylate